N(C(=N)N)CC(=O)O (guanidino)-acetic acid